C1(CCCCC1)N1CCC(CC1)S(=O)(=O)N(C1=CC=CC=C1)CC=1N=C2N(C=CC(=C2)C=2OC(=NN2)C(F)F)C1 1-cyclohexyl-N-((7-(5-(difluoromethyl)-1,3,4-oxadiazol-2-yl)imidazo[1,2-a]pyridin-2-yl)methyl)-N-phenylpiperidine-4-sulfonamide